CON(C(CCCCCCCC(=O)OC(CCCCCCCC)CCCCCCCC)=O)C heptadecan-9-yl 9-(methoxy(methyl)amino)-9-oxononanoate